di([1,1'-biphenyl]-4-yl)methanone C1(=CC=C(C=C1)C(=O)C1=CC=C(C=C1)C1=CC=CC=C1)C1=CC=CC=C1